(R)-(Z)-14-Methyl-8-hexadecenal C[C@@H](CCCC\C=C/CCCCCCC=O)CC